(2S)-2-((2S)-2-(((2-(3-chlorophenyl)-1-(4-chlorophenyl)-2-methylpropoxy)carbonyl)amino)-3-cyclohexylpropanamido)-3-((S)-2-oxopyrrolidin-3-yl)propanoic acid ClC=1C=C(C=CC1)C(C(OC(=O)N[C@H](C(=O)N[C@H](C(=O)O)C[C@H]1C(NCC1)=O)CC1CCCCC1)C1=CC=C(C=C1)Cl)(C)C